N-((7-chloro-8-fluoroimidazo[1,5-a]pyridin-1-yl)methyl)-1-(1-((6-cyclopropylimidazo[1,2-a]pyridin-2-yl)methyl)-1H-1,2,3-triazol-4-yl)ethan-1-amine ClC1=C(C=2N(C=C1)C=NC2CNC(C)C=2N=NN(C2)CC=2N=C1N(C=C(C=C1)C1CC1)C2)F